2-(7-((2S,5R)-4-(1-(4-fluoro-2-(trifluoromethyl)phenyl)ethyl)-2,5-dimethylpiperazine-1-yl)-3,4-dimethyl-5-oxo-4,5-dihydro-2H-pyrazolo[4,3-d]Pyrimidin-2-yl)acetonitrile FC1=CC(=C(C=C1)C(C)N1C[C@@H](N(C[C@H]1C)C=1C=2C(N(C(N1)=O)C)=C(N(N2)CC#N)C)C)C(F)(F)F